FC1=C2NC(C=3N(C2=CC=C1CN1CCC(=CC1)C=1C(=NC(=CC1)C(NC)=O)F)N=CC3C)=O 6-fluoro-7-((2-fluoro-6-methylcarbamoyl-3',6'-dihydro-[3,4'-bipyridin]-1'(2'H)-yl)methyl)-3-methylpyrazolo[1,5-a]quinoxalin-4(5H)-one